[C@H]1(CC[C@H](CC1)O)O trans-1,4-cycloHexandiol